tert-butyl ((3S,4S)-8-(5-((2-amino-3-chloropyridin-4-yl)thio)-3-(hydroxymethyl)-6-methylpyrazin-2-yl)-3-methyl-2-oxa-8-azaspiro[4.5]decan-4-yl)carbamate NC1=NC=CC(=C1Cl)SC=1N=C(C(=NC1C)N1CCC2([C@@H]([C@@H](OC2)C)NC(OC(C)(C)C)=O)CC1)CO